7-(3-((2-methoxyphenyl)amino)-7,8-dihydro-1,6-naphthyridin-6(5H)-yl)-8-methyl-4H-pyrimido[1,2-b]pyridazin-4-one COC1=C(C=CC=C1)NC=1C=NC=2CCN(CC2C1)C=1C(=CC=2N(N1)C(C=CN2)=O)C